BrC=1C=CC(=NC1)C=1C=NN(C1)C 5-bromo-2-(1-methylpyrazol-4-yl)pyridine